(S)-(3-((1-amino-3-(1-hydroxy-1,3-dihydrobenzo[c][1,2]oxaborole-6-carboxamido)oxopropan-2-yl)carbamoyl)-5-nitrophenyl)boronic Acid NC[C@@H](C(NC(=O)C=1C=CC2=C(B(OC2)O)C1)=O)NC(=O)C=1C=C(C=C(C1)[N+](=O)[O-])B(O)O